6-(benzyloxy)benzofuran C(C1=CC=CC=C1)OC1=CC2=C(C=CO2)C=C1